8-(6-(1-(2-(4,4-dimethylpiperidin-1-yl)ethoxy)-2,2,2-trifluoroethyl)pyridin-3-yl)-3-methyl-1-(tetrahydro-2H-pyran-4-yl)-1,3-dihydro-2H-imidazo[4,5-c]cinnolin-2-one CC1(CCN(CC1)CCOC(C(F)(F)F)C1=CC=C(C=N1)C1=CC=2C3=C(N=NC2C=C1)N(C(N3C3CCOCC3)=O)C)C